4,6-difluoro-N-(4-((1s,4s)-4-((methylsulfonyl)carbamoyl)cyclohexyl)phenyl)isoindoline-2-carboxamide FC1=C2CN(CC2=CC(=C1)F)C(=O)NC1=CC=C(C=C1)C1CCC(CC1)C(NS(=O)(=O)C)=O